(5-(3-chlorobenzyl)pyridin-2-yl)nicotinamide 2,2,2-trifluoroacetate FC(C(=O)O)(F)F.ClC=1C=C(CC=2C=CC(=NC2)C2=C(C(=O)N)C=CC=N2)C=CC1